(S)-(1-(4-Benzylpiperazin-1-yl)-3-(4-((3-(2-hydroxyethyl)-1-((2-(trimethylsilyl)Ethoxy)methyl)-1H-pyrrolo[2,3-b]Pyridin-4-yl)oxy)phenyl)-1-oxoprop-2-yl)carbamic acid C(C1=CC=CC=C1)N1CCN(CC1)C([C@H](CC1=CC=C(C=C1)OC1=C2C(=NC=C1)N(C=C2CCO)COCC[Si](C)(C)C)NC(O)=O)=O